3-phenyl-[1,2,4]triazolo[3,4-b][1,3,4]thiadiazole-6-thiol C1(=CC=CC=C1)C1=NN=C2SC(=NN21)S